C(C)(C)(C)OC(=O)C1(C=C(C(=O)C2=CC=CC=C2)C=CC1(C(=O)OC(C)(C)C)C(=O)OC(C)(C)C)C(=O)OC(C)(C)C 3,3,4,4-tetra(t-butyloxycarbonyl)benzophenone